N-(1-(imidazo[1,2-a]pyrazin-3-ylmethyl)indol-6-yl)-3-(4-methyl-1H-imidazol-1-yl)-5-(trifluoromethyl)benzamide N=1C=C(N2C1C=NC=C2)CN2C=CC1=CC=C(C=C21)NC(C2=CC(=CC(=C2)C(F)(F)F)N2C=NC(=C2)C)=O